O-methyl uridine-3'-phosphorothioate P(O)(O)(=S)O[C@H]1[C@H]([C@@H](O[C@@H]1CO)N1C(=O)NC(=O)C=C1)OC